4-nitrobenzyl (2S,4S)-2-(dimethylcarbamoyl)-4-mercaptopyrrolidine-1-carboxylate CN(C(=O)[C@H]1N(C[C@H](C1)S)C(=O)OCC1=CC=C(C=C1)[N+](=O)[O-])C